2-(4-Methyl-[1,4]diazepan-1-yl)-1,7,11b-triaza-benzo[c]fluorene-6-carboxylic acid amide CN1CCN(CCC1)C1=NC2=C(C=C(C3=NC=4C=CC=CC4N23)C(=O)N)C=C1